FC(CO)C 2-fluoropropan-1-ol